tantalum-zinc [Zn].[Ta]